N1=NC(C=C1)=O (S)-pyrazolone